(4-(((1r,4r)-4-(hydroxymethyl)cyclohexyl)amino)-2-((3-methoxy-1-methyl-1H-pyrazol-4-yl)amino)-7H-pyrrolo[2,3-d]pyrimidin-5-yl)methanone OCC1CCC(CC1)NC=1C2=C(N=C(N1)NC=1C(=NN(C1)C)OC)NC=C2C=O